Benzyl (1R,2R)-2-(3-(2,6-dichloro-3,5-dimethoxybenzylamino)-1H-pyrazol-5-yl)cyclohexylcarbamate ClC1=C(CNC2=NNC(=C2)[C@H]2[C@@H](CCCC2)NC(OCC2=CC=CC=C2)=O)C(=C(C=C1OC)OC)Cl